FC=1C=C(C=CC1F)[C@H](CC(=O)O)N1CC(C1)(CCCCC1=NC=2NCCCC2C=C1)C (S)-3-(3,4-difluorophenyl)-3-(3-methyl-3-(4-(5,6,7,8-tetrahydro-1,8-naphthyridin-2-yl)butyl)azetidin-1-yl)propionic acid